ClC1=CC2=C(ON(O2)C)C=C1 5-chloro-2-methylbenzo[d][1,3]dioxazole